crotyl methyl carbonate C(OCC=CC)(OC)=O